NC1=C(C=C(C=C1)C(=O)OC)NC1CN(C1)C(=O)OC(C)(C)C tert-butyl 3-((2-amino-5-(methoxycarbonyl)phenyl)amino)azetidine-1-carboxylate